chloro-N-(1-(5-(6-ethoxy-1H-pyrazolo[3',4':3,4]pyrazolo[1,5-a]pyridin-4-yl)pyrazin-2-yl)-4-methylpiperidin-4-yl)-5-fluorobenzamide ClC1=C(C(=O)NC2(CCN(CC2)C2=NC=C(N=C2)C=2C=3N(C=C(C2)OCC)N=C2C3C=NN2)C)C=C(C=C1)F